2-(2,6-dioxopiperidin-3-yl)isoindole Trifluoroacetate salt FC(C(=O)O)(F)F.O=C1NC(CCC1N1C=C2C=CC=CC2=C1)=O